N-methyl-N-(oxetan-3-yl)Benzamide CN(C(C1=CC=CC=C1)=O)C1COC1